C(#N)CC=1N(N=C2C=CC=CC12)C1=CC(=CC=C1)[N+](=O)[O-] 3-cyanomethyl-2-(3-nitrophenyl)indazole